C1(CCC1)CCOC1=CC=C2C=C(C(=C(C2=C1)F)N1CC(NS1(=O)=O)=O)O 5-[7-(2-cyclobutylethoxy)-1-fluoro-3-hydroxynaphthalen-2-yl]-1λ6,2,5-thiadiazolidine-1,1,3-trione